6-chloro-3-oxo-1H-indene ClC1=CC=C2C(CCC2=C1)=O